NC=1C(=NC=CC1OCC(F)F)C#CC1=CC(=NC=C1)NC(C)=O N-(4-{[3-amino-4-(2,2-difluoroethoxy)pyridin-2-yl]ethynyl}pyridin-2-yl)acetamide